NC1=NC=C(C2=C1C(=C(S2)C2=C(C=C(C=C2)NC(C(=C)C)=O)C)C2=CC(=C(C=C2)OC2=NC=CC(=N2)C)F)C=2C=NN(C2)CCN2CCOCC2 N-(4-(4-amino-3-(3-fluoro-4-((4-methylpyrimidin-2-yl)oxy)phenyl)-7-(1-(2-morpholinylethyl)-1H-pyrazol-4-yl)thieno[3,2-c]pyridin-2-yl)-3-methylphenyl)methacrylamide